N-{6-[(3-cyclopropyl-1H-pyrazol-5-yl)amino]-5-methoxy-1,2-benzoxazol-3-yl}-2,6-dimethoxy-N-[(4-methoxyphenyl)methyl]-4-[1-(morpholin-4-yl)ethyl]benzene-1-sulfonamide C1(CC1)C1=NNC(=C1)NC1=CC2=C(C(=NO2)N(S(=O)(=O)C2=C(C=C(C=C2OC)C(C)N2CCOCC2)OC)CC2=CC=C(C=C2)OC)C=C1OC